CN1C(N(C=2N=CN(C2C1=O)CC(=O)O)C)=O (1,3-dimethyl-2,6-dioxo-1,2,3,6-tetrahydro-7H-purin-7-yl)-acetic acid